(2S)-1-(3-chlorophenyl)-2-methyl-piperazine ClC=1C=C(C=CC1)N1[C@H](CNCC1)C